C(C)(C)(C)OC(=O)N1CC(C1)N1N=NC(=C1C)C(=O)OCC ethyl 1-[1-(tert-butoxycarbonyl) azetidin-3-yl]-5-methyl-1,2,3-triazole-4-carboxylate